(3R)-2-(3,4-Dichlorobenzoyl)-3-methyl-1,2,3,4,8,9-hexahydropyrido[4',3':3,4]pyrazolo[1,5-a]-pyrazin-10(7H)-one ClC=1C=C(C(=O)N2CC=3C(=NN4C3C(NCC4)=O)C[C@H]2C)C=CC1Cl